BrC=1N=NN(C1)CCOC.[Rh+] rhodium(i) 4-bromo-1-(2-methoxyethyl)-1H-1,2,3-triazole